FC/C=C/C(=O)N1[C@@H](CN(CC1)C=1C=CC=2N=CN=C(C2N1)NC1=CC(=C(C=C1)OC1=CC2=C(N(N=N2)C)C=C1)C)COC (S,E)-4-fluoro-1-(2-(methoxymethyl)-4-(4-((3-methyl-4-((1-methyl-1H-benzo[d][1,2,3]triazol-5-yl)oxy)phenyl)amino)pyrido[3,2-d]pyrimidin-6-yl)piperazin-1-yl)but-2-en-1-one